2-((4-((2-chloropyrimidin-4-yl)oxy)-3-fluorophenyl)amino)-N-(4-fluorophenyl)nicotinamide ClC1=NC=CC(=N1)OC1=C(C=C(C=C1)NC1=C(C(=O)NC2=CC=C(C=C2)F)C=CC=N1)F